OC[C@@]1(CC=2C(=NC(=C(C2)NC(=O)C=2C=NN3C2N=CC=C3)N3CCOCC3)O1)C |r| N-[rac-(2S)-2-(hydroxymethyl)-2-methyl-6-morpholino-3H-furo[2,3-b]pyridin-5-yl]pyrazolo[1,5-a]pyrimidine-3-carboxamide